ethyl-(2,4,6-trimethylbenzoyl)phenylphosphine C(C)P(C1=CC=CC=C1)C(C1=C(C=C(C=C1C)C)C)=O